C(C)(C)(C)OC(=O)N(C(OC(C)(C)C)=O)[C@@H]1CCOC2=CC(=CC=C12)C(F)(F)F tert-butyl (R)-(tert-butoxycarbonyl)(7-(trifluoromethyl)chroman-4-yl)carbamate